5-[(1,3-Dimethyl-azetidin-3-yl)-hydroxy-(4-trifluoromethoxy-phenyl)-methyl]-3-pyrrolidin-1-yl-pyridine-2-carbonitrile CN1CC(C1)(C)C(C=1C=C(C(=NC1)C#N)N1CCCC1)(C1=CC=C(C=C1)OC(F)(F)F)O